C1(CC1)C=1C(=C(C=C(C1)C1=C(C=C(C=C1C)F)CCCCC=C)[C@H](CC(=O)OCC)NC([C@@H](CC=C)O)=O)F Ethyl (S)-3-(5-cyclopropyl-4,4'-difluoro-2'-(hex-5-en-1-yl)-6'-methyl-[1,1'-biphenyl]-3-yl)-3-((R)-2-hydroxypent-4-enamido)propanoate